5-(3-benzyloxyphenyl)-3-bromo-1-methyl-1,2,4-triazole C(C1=CC=CC=C1)OC=1C=C(C=CC1)C1=NC(=NN1C)Br